The molecule is the maleic acid salt of the (pharmacologically active) (S)-(+)-enantiomer of brompheniramine. A histamine H1 receptor antagonist, it is used for the symptomatic relief of allergic conditions, including rhinitis and conjunctivitis. It has a role as a H1-receptor antagonist and an anti-allergic agent. It contains a dexbrompheniramine. CN(C)CC[C@@H](C1=CC=C(C=C1)Br)C2=CC=CC=N2.C(=C\\C(=O)O)\\C(=O)O